3-{[4-(4-Methoxyphenyl)-5-thioxo-4,5-dihydro-1H-1,2,4-triazol-3-yl]methyl}quinazolin COC1=CC=C(C=C1)N1C(=NNC1=S)CN1CN=C2C=CC=CC2=C1